2-((4-(6-((4-Cyano-2-fluorobenzyl)oxy)pyridin-2-yl)piperidin-1-yl)methyl)-1-methyl-4-propoxy-1H-benzo[d]imidazole-6-carboxylic acid C(#N)C1=CC(=C(COC2=CC=CC(=N2)C2CCN(CC2)CC2=NC3=C(N2C)C=C(C=C3OCCC)C(=O)O)C=C1)F